4-[4-(2-ethoxypyridin-3-yl)phenyl]piperidine-4-carboxamide C(C)OC1=NC=CC=C1C1=CC=C(C=C1)C1(CCNCC1)C(=O)N